C(C)C1=C(C2=CC=CC=C2C=C1)C(=O)O.C1(=CC=CC2=CC=CC=C12)C(=O)OCC ethyl naphthalate (ethyl-naphthate)